P(=O)(O)(O)OCCNC(C=CCCCCCCCCCCCCCCC)=O N-[2-(phosphonooxy)ethyl]-9Z-octadecenamide